7-((R)-2,4-dimethylpiperazin-1-yl)-1-(((R)-1-(3-nitro-5-(trifluoromethyl)benzeneyl)ethyl)amino)pyrido[3,4-d]pyridazin-4(3H)-one C[C@H]1N(CCN(C1)C)C1=CC2=C(C(NN=C2N[C@H](C)C2=CC(=CC(=C2)C(F)(F)F)[N+](=O)[O-])=O)C=N1